C(C=C)[Pd]Cl allyl-palladium(II) chloride